C(C)(C)(C)[SiH](OC[C@@H]1NCCC1)CC1=CC=CC=C1 (R)-2-(((tert-butylbenzylsilyl)oxy)methyl)pyrrolidine